[Sn](O)(O)(O)O.[Ga].[In] indium gallium tin hydroxide